[5-BROMO-4-[2-[TERT-BUTYL(DIMETHYL)SILYL]OXY-1-METHYL-ETHOXY]-2-PYRAZOL-1-YL-PHENYL]BORONIC ACID BrC=1C(=CC(=C(C1)B(O)O)N1N=CC=C1)OC(CO[Si](C)(C)C(C)(C)C)C